CS(=O)(=O)O[C@@H](C)CC (2S)-butan-2-yl methanesulfonate